O=S1(CC(CC1)NC(=O)C1=NNC2=CC=C(C=C12)B1OC(C(O1)(C)C)(C)C)=O N-(1,1-dioxo-1λ6-thiolan-3-yl)-5-(4,4,5,5-tetramethyl-1,3,2-dioxaborolan-2-yl)-1H-indazole-3-carboxamide